FC=1C=2CCCC2C(=C2CCCC12)NC(=O)NS(=O)(=NC(C1=CC=CC=C1)(C1=CC=CC=C1)C1=CC=CC=C1)C=1C=NN2C1OC(C2)COC N-((8-fluoro-1,2,3,5,6,7-hexahydro-s-indacen-4-yl)carbamoyl)-2-(methoxymethyl)-N'-trityl-2,3-dihydropyrazolo[5,1-b]oxazole-7-sulfonimidamide